[Fe].[Zn].[Al] aluminum-zinc-iron